2-(2-((7-(3-(aminomethyl)phenyl)benzofuran-5-yl)methoxy)-4-((isopropoxycarbonyl)amino)phenyl)acetic acid NCC=1C=C(C=CC1)C1=CC(=CC=2C=COC21)COC2=C(C=CC(=C2)NC(=O)OC(C)C)CC(=O)O